C(=O)(O)[C@H](CC1=CN=CN1CC1=CC(=CC(=C1)Cl)Cl)CC(C([C@](N([2H])[2H])(C(=O)O)[2H])([2H])[2H])(C([2H])([2H])[2H])[2H] ((S)-1-carboxy-2-(1-(3,5-dichlorobenzyl)-1H-imidazol-5-yl)ethyl)-L-leucine-d9